2,2,7-trifluoro-4-(prop-2-yn-1-yl)-6-(2,3,4,5-tetrafluorophenyl)-2H-benzo[b][1,4]oxazin FC1(CN(C2=C(O1)C=C(C(=C2)C2=C(C(=C(C(=C2)F)F)F)F)F)CC#C)F